NC1=C(C(NC2=C(C=CC=C12)C=1C=NC=CC1OC)=O)C(=O)NCCC 4-amino-8-(4-methoxy-3-pyridinyl)-2-oxo-N-propyl-1H-quinoline-3-carboxamide